CS(=NC(CC=1N=C2N(C=C(C=C2)C2=NOC(=N2)C(F)(F)F)C1)=O)(C1=C(C=CC=C1)C)=O N-(methyl(oxo)(o-tolyl)-λ6-sulfaneylidene)-2-(6-(5-(trifluoromethyl)-1,2,4-oxadiazol-3-yl)imidazo[1,2-a]pyridin-2-yl)acetamide